BrC1=CC=C2C(=NN(C2=C1)C1C(NC(CC1)=O)=O)C 3-(6-bromo-3-methyl-indazol-1-yl)piperidine-2,6-dione